bis-(3-(3,5-di-tert-butyl-4-hydroxyphenyl)propionyl)heptanediamine C(C)(C)(C)C=1C=C(C=C(C1O)C(C)(C)C)CCC(=O)C(C(N)(N)C(CCC1=CC(=C(C(=C1)C(C)(C)C)O)C(C)(C)C)=O)CCCCC